[N+](=O)([O-])C1=CC=C(C(=O)C=[S](C)(C)Br)C=C1 4-(nitro)benzoylmethylenedimethyl-sulphur bromide